BrC1=CC=C(S1)CN(CCC(=O)OC)C Methyl 3-(((5-Bromothiophen-2-yl)methyl)(methyl)amino)propanoate